C(C)(C)C1=C(OCC(CN(C)CC2=CC(=C(C=C2)OCCN2CCC(CC2)C)OC)O)C=CC=C1 1-(2-isopropylphenoxy)-3-((3-methoxy-4-(2-(4-methylpiperidin-1-yl)ethoxy)benzyl)(methyl)amino)propan-2-ol